C(C)[Si]1(O[SiH](O[SiH](O[SiH](O1)C)C)C)C Ethyl-2,4,6,8-tetramethyl-cyclotetrasiloxane